(R)-2-Amino-3-(1H-indol-3-yl)propyl-7-(2-(4-fluoro-3-methylphenyl)pyridin-3-yl)imidazo[1,5-a]pyridin-3-carboxylat N[C@@H](COC(=O)C1=NC=C2N1C=CC(=C2)C=2C(=NC=CC2)C2=CC(=C(C=C2)F)C)CC2=CNC1=CC=CC=C21